1,6-Hexanediol methacrylate C(C(=C)C)(=O)OCCCCCCO